2-(2,6-Dimethylpyridin-4-yl)-3-isopropyl-1,5,7,8-tetrahydro-6H-pyrrolo[2,3-g]isoquinoline-6-carboxylic acid tert-butyl ester C(C)(C)(C)OC(=O)N1CC=2C=C3C(=CC2CC1)NC(=C3C(C)C)C3=CC(=NC(=C3)C)C